N-(4-methoxy-5-((6-(3-(3-(1-methyl-1H-pyrazol-4-yl)phenyl)isoxazolidin-2-yl)pyrimidine-4-yl)amino)-2-(4-methylpiperazin-1-yl)phenyl)acrylamide COC1=CC(=C(C=C1NC1=NC=NC(=C1)N1OCCC1C1=CC(=CC=C1)C=1C=NN(C1)C)NC(C=C)=O)N1CCN(CC1)C